CC(C)OC1=C(C=CC=C1)CO [2-(Propan-2-yloxy)phenyl]Methanol